{1-[5-(4,4,5,5-tetramethyl-1,3,2-dioxaborolan-2-yl)pyrimidin-2-yl]cyclobutyl}carbamate CC1(OB(OC1(C)C)C=1C=NC(=NC1)C1(CCC1)NC([O-])=O)C